FC(OC=1C=C(C=CC1)N1C(N(C2=C1C=CC(=C2)C(=O)NC2(CS(C2)(=O)=O)C)CC)=O)F 1-(3-(Difluoromethoxy)phenyl)-3-ethyl-N-(3-methyl-1,1-dioxidothietan-3-yl)-2-oxo-2,3-dihydro-1H-benzo[d]imidazole-5-carboxamide